tert-butyl N-[1-[3-(6-methyl-2-pyridyl)-1,2,4-oxadiazol-5-yl]ethyl]carbamate CC1=CC=CC(=N1)C1=NOC(=N1)C(C)NC(OC(C)(C)C)=O